6-ethenyl-2,2-dimethyl-hexahydrocyclopenta[d][1,3]dioxol-4-one C(=C)C1CC(C2C1OC(O2)(C)C)=O